NC1=C(C=C(C=N1)C=1C=NN(C1)C1CCN(CC1)CCOCCOCCOCCOCCOCCOCC(=O)OC(C)(C)C)O[C@H](C)C1=C(C(=CC=C1Cl)F)Cl tert-butyl (R)-20-(4-(4-(6-amino-5-(1-(2,6-dichloro-3-fluorophenyl)ethoxy)pyridin-3-yl)-1H-pyrazol-1-yl)piperidin-1-yl)-3,6,9,12,15,18-hexaoxaicosanoate